C(C)NC(C(F)(F)F)C1=NC=C(C(=C1)C=1N=C(C=2N(C1)C=C(N2)C)OC)OC N-ethyl-2,2,2-trifluoro-1-(5-methoxy-4-(8-methoxy-2-methylimidazo[1,2-a]pyrazin-6-yl)pyridin-2-yl)ethan-1-amine